6-bromo-8-chlorocinnoline-3-amine BrC=1C=C2C=C(N=NC2=C(C1)Cl)N